(2-{4,5-Bis[(8Z)-heptadec-8-en-1-yl]-1,3-dioxolan-2-yl}ethyl)dimethylamine C(CCCCCC\C=C/CCCCCCCC)C1OC(OC1CCCCCCC\C=C/CCCCCCCC)CCN(C)C